(S)-3-(4-((difluoromethyl)sulfonamido)-3-(1-(4-fluorophenyl)ethoxy)phenyl)-5-((5-methyl-5,6,7,8-tetrahydro-4H-pyrazolo[1,5-a][1,4]diazepin-2-yl)amino)-1H-pyrazole-4-carboxamide FC(S(=O)(=O)NC1=C(C=C(C=C1)C1=NNC(=C1C(=O)N)NC1=NN2C(CN(CCC2)C)=C1)O[C@@H](C)C1=CC=C(C=C1)F)F